NC1=CC=C(C=C1)C1=NN(C(=C1)NC(C1=CC=C(C=C1)C#C)=O)C N-(3-(4-aminophenyl)-1-methyl-1H-pyrazol-5-yl)-4-ethynylbenzamide